C(C)(C)(C)OC(=O)N(C1=CC=2N(C=C1)N=CC2C2=CC=CC(=N2)N2C[C@@H](N([C@@H](C2)C)C(=O)OC(C)(C)C)C)C tert-butyl (2S,6R)-4-[6-[5-[tert-butoxycarbonyl(methyl)amino]-pyrazolo[1,5-a]pyridin-3-yl]-2-pyridyl]-2,6-dimethyl-piperazine-1-carboxylate